2-(2-cyano-4-fluoro-phenyl)oxazole-5-carboxylic acid C(#N)C1=C(C=CC(=C1)F)C=1OC(=CN1)C(=O)O